N(=[N+]=[N-])C1=CC=CC=N1 6-(azido)pyridine